Cl.ClC1=C2CCNCC2=CC(=C1)Cl 5,7-dichloro-1,2,3,4-tetrahydroisoquinoline hydrochloride